C(CCCCCCCCCCCC=CCCCCCC)(=O)OCCCCCCCCCCCCCCCCCCCCCCCCCCCCCCCCCCCCCCO 38-hydroxyoctatriacontyl eicos-13-enoate